C(=O)C=1C(=C2C=C(N(C2=CC1)CC1CCNC(CO1)=O)C#N)C 5-formyl-4-methyl-1-[(3-oxo-1,4-oxazepan-7-yl)methyl]indole-2-carbonitrile